(7-(4-Ethoxy-3-(trifluoromethyl)phenyl)-2-azaspiro[3.5]nonan-2-yl)((1s,3s)-3-hydroxy-3-methylcyclobutyl)methanon C(C)OC1=C(C=C(C=C1)C1CCC2(CN(C2)C(=O)C2CC(C2)(C)O)CC1)C(F)(F)F